N=1NN=NC1C1=CC=C(C=C1C1=CC=C(C=C1)CN1C(=NC(=C1C(=O)N)Cl)CCCC)C1=CC=CC=C1 1-((6'-(2H-tetrazol-5-yl)-[1,1':3',1''-terphenyl]-4-yl)methyl)-2-butyl-4-chloro-1H-imidazole-5-carboxamide